Tert-butyl ((5-bromo-3-(2-((tert-butyldimethylsilyl)oxy)ethoxy)pyridin-2-yl)methyl)carbamate BrC=1C=C(C(=NC1)CNC(OC(C)(C)C)=O)OCCO[Si](C)(C)C(C)(C)C